NC1(CCN(CC1)C1=C(C(=C(C(=N1)SC(C(=O)N)C1=CC=CC=C1)C#N)C1CC1)C#N)C 2-((6-(4-amino-4-methylpiperidin-1-yl)-3,5-dicyano-4-cyclopropylpyridin-2-yl)thio)-2-phenylacetamide